N-(4-(5-phenyltetrahydrofuran-2-yl)thiazol-2-yl)-1-(pyridin-4-ylmethyl)-1H-pyrrole-2-carboxamide C1(=CC=CC=C1)C1CCC(O1)C=1N=C(SC1)NC(=O)C=1N(C=CC1)CC1=CC=NC=C1